N-{2-[(3S,4R)-3-fluoro-4-methoxypiperidin-1-yl]pyrimidin-4-yl}-8-[(2R,3S)-3-(methanesulfonylmethyl)-2-methylazetidin-1-yl]-5-(pyrrolidin-2-yl)isoquinolin-3-amine F[C@H]1CN(CC[C@H]1OC)C1=NC=CC(=N1)NC=1N=CC2=C(C=CC(=C2C1)C1NCCC1)N1[C@@H]([C@H](C1)CS(=O)(=O)C)C